1-((((9H-fluoren-9-yl)methoxy)carbonyl)amino)-3-(cyanomethyl)cyclobutanecarboxylic acid C1=CC=CC=2C3=CC=CC=C3C(C12)COC(=O)NC1(CC(C1)CC#N)C(=O)O